NN1C(=NC(=C1C(=O)N)C1=CC=C(C=C1)C(NC1=NC=CC(=C1)C)=O)[C@H]1N(CCC1)C(C#C)=O (S)-1-amino-4-(4-((4-methylpyridin-2-yl)carbamoyl)phenyl)-2-(1-propioloylpyrrolidin-2-yl)-1H-imidazole-5-carboxamide